FC1(CN(CCC1)C(=O)C=1C=C(C=CC1)NC(C1=C(C=NC=C1)N1CCC2(CC2)CC1)=O)F N-(3-(3,3-difluoropiperidine-1-carbonyl)phenyl)-3-(6-azaspiro[2.5]octan-6-yl)isonicotinamide